C(#N)C1=NC=CC(=N1)N1CC2(C1)CCN(CC2)C(=O)OC(C)(C)C Tert-butyl 2-(2-cyanopyrimidin-4-yl)-2,7-diazaspiro[3.5]nonane-7-carboxylate